4-((t-butoxycarbonyl)amino)butanoic acid C(C)(C)(C)OC(=O)NCCCC(=O)O